C12(CC3CC(CC(C1)C3)C2)C(C(=O)NCCC2=CNC3=CC=CC=C23)(C=2SC(=CC2)C)O 2-(adamantan-1-yl)-2-hydroxy-2-(5-methylthiophene-2-yl)-N-(2-(1H-indol-3-yl)ethyl)acetamide